C(CCC)(=O)OCO hydroxy-methyl butyrate